N1(N=C(C2=C(C(=CC=C12)CC#N)[2H])[2H])[2H] 1H-indazol-5-Acetonitrile-d3